C1(CC1)NC(C([C@H](C[C@H]1C(NCC1)=O)NC([C@H](CC(C)C)NC(O)=O)=O)O)=O ((2S)-1-(((2S)-4-(cyclopropylamino)-3-hydroxy-4-oxo-1-((S)-2-oxopyrrolidin-3-yl)butan-2-yl)amino)-4-methyl-1-oxopentan-2-yl)carbamic acid